(S)-6-(2-amino-4-methylthiazol-5-yl)-2-(1-cyclopropylethyl)-4-ethoxy-1,2-dihydro-3H-pyrrolo[3,4-c]pyridin-3-one NC=1SC(=C(N1)C)C1=CC2=C(C(=N1)OCC)C(N(C2)[C@@H](C)C2CC2)=O